hydroxy-3-methoxypropionamidine OC(C(=N)N)COC